C(C)C(COC(=O)C1OC(CC1)C)CCCC 2-ethylhexyl-5-methyltetrahydrofuran-2-carboxylate